1-[2-(2,2-difluoro-5-azaspiro[2.4]heptan-5-yl)-6-[5-[(6-methylpyridazin-3-yl)amino]benzimidazol-1-yl]-3-pyridinyl]ethanol FC1(CC12CN(CC2)C2=NC(=CC=C2C(C)O)N2C=NC1=C2C=CC(=C1)NC=1N=NC(=CC1)C)F